anthraquinone-2-yl methyl carbonate C(OC1=CC=2C(C3=CC=CC=C3C(C2C=C1)=O)=O)(OC)=O